OC(COCC1(COC1)CC)C 2-hydroxypropyl-(3-ethyl-3-oxetanylmethyl)ether